6-[3-[3,3-difluoro-1-[(4-methyl-1,2,4-triazol-3-yl)methyl]cyclobutyl]phenyl]-2-[[(3S)-3-methyl-1-piperidinyl]methyl]-4-(trifluoromethyl)-1H-pyrrolo[2,3-c]pyridin-7-one FC1(CC(C1)(CC1=NN=CN1C)C=1C=C(C=CC1)N1C(C2=C(C(=C1)C(F)(F)F)C=C(N2)CN2C[C@H](CCC2)C)=O)F